N-(6-amino-5-(trifluoromethyl)pyridin-3-yl)-2-((2R,5S)-5-methyl-2-(2-(1-methylpiperidin-4-yl)benzo[d]thiazol-5-yl)piperidin-1-yl)-2-oxoacetamide NC1=C(C=C(C=N1)NC(C(=O)N1[C@H](CC[C@@H](C1)C)C=1C=CC2=C(N=C(S2)C2CCN(CC2)C)C1)=O)C(F)(F)F